C(C)OC(CC(C=1C=C(C2=C(C=CS2)C1)CO)C=1C(=C2C(=NC1)N(N=N2)C)C)=O 3-(3,7-Dimethyl-3H-[1,2,3]triazolo[4,5-b]pyridin-6-yl)-3-[7-(hydroxymethyl)-1-benzothien-5-yl]propionic acid ethyl ester